ClS(=O)(=O)C1=NNC=C1C(=O)OCC ethyl 3-(chlorosulfonyl)-1H-pyrazole-4-carboxylate